C1(CC1)S(=O)(=O)N1C[C@H]([C@H](CC1)NC1=NC=C(C(=N1)C=1C=NN(C1)C1=C(C=C(C=C1)CNC([2H])([2H])[2H])C)C(F)(F)F)F N-((3R,4S)-1-(Cyclopropylsulfonyl)-3-fluoropiperidin-4-yl)-4-(1-(2-methyl-4-(((methyl-d3)amino)methyl)phenyl)-1H-pyrazol-4-yl)-5-(trifluoromethyl)pyrimidin-2-amine